ClC1=C(C#N)C(=CC(=C1)F)Cl 2,6-Dichloro-4-fluorobenzonitrile